FCC(=O)N1CC2=CN=C(C=C2CC1)OCC1=C(N=NN1C=1C=NC(=CC1)C(F)(F)F)C 2-fluoro-1-[6-({4-methyl-1-[6-(trifluoromethyl)pyridin-3-yl]-1H-1,2,3-triazol-5-yl}methoxy)-1,2,3,4-tetrahydro-2,7-naphthyridin-2-yl]ethan-1-one